4-(((6-bromo-5-fluoropyridin-2-yl)oxy)methyl)-3-fluorobenzonitrile BrC1=C(C=CC(=N1)OCC1=C(C=C(C#N)C=C1)F)F